4,4,5-trifluoro-3-(fluoromethyl)sulfolane FC1(C(CS(=O)(=O)C1F)CF)F